(2R,3R,4R,5S)-3-(3,4-difluoro-2-hydroxy-phenyl)-4,5-dimethyl-5-(trifluoromethyl)tetrahydrofuran FC=1C(=C(C=CC1F)[C@@H]1CO[C@@]([C@@H]1C)(C(F)(F)F)C)O